Cl.NC(C(C)(O)C)C1=NC=C(C=C1)OCC(CCC)C 1-amino-2-methyl-1-(5-((2-methylpentyl)oxy)pyridin-2-yl)propan-2-ol, hydrochloride